C=1N=CN2C1C1=CC=CC=C1[C@@H]2[C@@H]2CCC=1C=CC=NC1C2O (S)-7-((S)-5H-imidazo[5,1-a]isoindol-5-yl)-5,6,7,8-tetrahydroquinolin-8-ol